methyl 2-chloro-5-fluoro-pyridine-6-carboxylate ClC1=NC(=C(C=C1)F)C(=O)OC